4-(benzyloxy)-3-methyl-1-((2-(trimethylsilyl)ethoxy)methyl)-1H-pyrazole C(C1=CC=CC=C1)OC=1C(=NN(C1)COCC[Si](C)(C)C)C